5-{4-[2-(2-ethoxyethoxy)ethoxy]Phenyl}-2-hydroxy-pentanoic acid ethyl ester C(C)OC(C(CCCC1=CC=C(C=C1)OCCOCCOCC)O)=O